FC1=C(C(=C(C=C1C1=NOC(=N1)[C@H]1[C@@H](C1)F)F)C)NC(=O)C1=CN=C2N1C=CC=C2 N-(2,5-difluoro-3-(5-((1s,2r)-2-fluorocyclopropyl)-1,2,4-oxadiazol-3-yl)-6-methylphenyl)imidazo[1,2-a]pyridine-3-carboxamide